(S,E)-3-phenyl-5-(4-phenylbut-3-en-2-yl)pyridine C1(=CC=CC=C1)C=1C=NC=C(C1)[C@@H](C)\C=C\C1=CC=CC=C1